2-methyl-4-((4-oxocyclohexyl)oxy)thiazole-5-carboxamide CC=1SC(=C(N1)OC1CCC(CC1)=O)C(=O)N